COC(C1=C(C=C(C(=C1)OCCN)OC)[N+](=O)[O-])=O 5-(2-Aminoethoxy)-4-methoxy-2-nitrobenzoic acid methyl ester